Phenyl-(4-chlorophenyl)methylamine C1(=CC=CC=C1)NCC1=CC=C(C=C1)Cl